[4-chloro-2-(imidazol-1-ylmethyl)phenyl]methanol ClC1=CC(=C(C=C1)CO)CN1C=NC=C1